tert-Butyl (S)-3-(2-(4-(4-chlorophenyl)-2,3,9-trimethyl-6H-thieno[3,2-f][1,2,4]triazolo[4,3-a][1,4]diazepin-6-yl)acetamido)propanoate ClC1=CC=C(C=C1)C1=N[C@H](C=2N(C3=C1C(=C(S3)C)C)C(=NN2)C)CC(=O)NCCC(=O)OC(C)(C)C